BrC=1N=C(C=2N(C1)C=CN2)N2CCC(CC2)(F)F 6-bromo-8-(4,4-difluoro-1-piperidinyl)imidazo[1,2-a]pyrazine